rac-N-(6-amino-5-methylpyridin-3-yl)-2-(2-(4-fluorophenyl)-4-isobutyryl-5-methylpiperazin-1-yl)-2-oxoacetamide NC1=C(C=C(C=N1)NC(C(=O)N1C(CN(C(C1)C)C(C(C)C)=O)C1=CC=C(C=C1)F)=O)C